C1(CC1)NC(C(=O)[C@H](CCC(C)(F)F)NC(=O)C=1C(=NC=C(C1)C(F)(F)F)NC(C1=CC(=CC=C1)C(F)(F)F)=O)=O N-[(1S)-1-[2-(cyclopropylamino)-2-oxo-acetyl]-4,4-difluoro-pentyl]-5-(trifluoromethyl)-2-[[3-(trifluoromethyl)benzoyl]amino]pyridine-3-carboxamide